(R)-4-(3-(3-aminopiperidine-1-carbonyl)-1-(4-cyclopropyl-2-fluorophenyl)-4-methyl-1H-pyrazol-5-yl)benzonitrile N[C@H]1CN(CCC1)C(=O)C1=NN(C(=C1C)C1=CC=C(C#N)C=C1)C1=C(C=C(C=C1)C1CC1)F